C(C)(C)(C)[Si](C)(C)Cl tert.-butyldimethylsilylchlorid